CC=1OC(=CC1C(=O)NC1=NC(=NS1)CC(C)N1CCN(CC1)C)C1=CC(=CC=C1)C(F)(F)F 2-Methyl-5-(3-(trifluoromethyl)phenyl)-N-(3-(2-(4-methylpiperazin-1-yl)propyl)-1,2,4-Thiadiazol-5-yl)furan-3-carboxamide